C(C)(C)(C)OC(=O)N1CC(C[C@@H](C1)O)(F)F (S)-3,3-difluoro-5-hydroxypiperidine-1-carboxylic acid tert-butyl ester